Tert-butyl N-[2-[2-[2-[2-[3-[1-(2,6-dioxo-3-piperidyl)-3-methyl-2-oxo-benzimidazol-4-yl] prop-2-ynoxy]ethoxy]ethoxy]ethoxy]ethyl]carbamate O=C1NC(CCC1N1C(N(C2=C1C=CC=C2C#CCOCCOCCOCCOCCNC(OC(C)(C)C)=O)C)=O)=O